1-(4-(4-(5-(2,6-difluorophenyl)-4,5-dihydroisoxazol-3-yl)thiazol-2-yl)piperidin-1-yl)-2-(2-(trifluoromethyl)-1H-benzimidazol-1-yl)ethan-1-one FC1=C(C(=CC=C1)F)C1CC(=NO1)C=1N=C(SC1)C1CCN(CC1)C(CN1C(=NC2=C1C=CC=C2)C(F)(F)F)=O